NC1=CC=CC(=C1)C1=CC(=CC=C1)N 2,2'-diamino-4,4'-biphenyl